O1C=C(C(=C1)C(=O)[O-])C(=O)[O-] furan-3,4-dicarboxylate